C(C)(C)(C)OC(=O)N1C2CN(CC1CC2)C=2SC(=NN2)C2=C(C=1NC=3C=C(C=CC3C1N=C2)C#N)NC(C)C 3-(5-(7-cyano-4-isopropylamino-5H-pyrido[3,2-b]indol-3-yl)-1,3,4-thiadiazol-2-yl)-3,8-diazabicyclo[3.2.1]octane-8-carboxylic acid tert-butyl ester